(1r,4r)-4-(5-bromo-4-(methylthio)pyrimidin-2-ylamino)-N,N-dimethylcyclohexanecarboxamide BrC=1C(=NC(=NC1)NC1CCC(CC1)C(=O)N(C)C)SC